4-(4-hydroxy-2,2,6,6-tetramethyl-piperidin-1-yl)-benzoic acid OC1CC(N(C(C1)(C)C)C1=CC=C(C(=O)O)C=C1)(C)C